C(#N)CC1=CC=C(CNC(=O)N2CC3(CCCC3)C(CC2)(CN2C=NC(=CC2=O)C2=CC=CC=C2)O)C=C1 N-(4-(Cyanomethyl)benzyl)-10-hydroxy-10-((6-oxo-4-phenylpyrimidin-1(6H)-yl)methyl)-7-azaspiro[4.5]decane-7-carboxamide